7-((3aR,4R,6R,6aR)-2,2,6a-trimethyl-6-(((2-(tritylamino)quinolin-7-yl)oxy)methyl)tetrahydrofuro[3,4-d][1,3]dioxol-4-yl)-1H-pyrrolo[2,3-d]pyrimidin-4(7H)-one O-methyl oxime CON=C1C2=C(NC=N1)N(C=C2)[C@@H]2O[C@@H]([C@]1(OC(O[C@H]12)(C)C)C)COC1=CC=C2C=CC(=NC2=C1)NC(C1=CC=CC=C1)(C1=CC=CC=C1)C1=CC=CC=C1